N1CCC(CCC1)C#N azepane-4-carbonitrile